C(C)S(=O)(=O)N1CCC2(C[C@@H]([C@H]2O)[C@H]2N3C(C4=CC=CC=C24)=CN=C3)CC1 (1R,2R)-7-(ethylsulfonyl)-2-((R)-5H-imidazo[5,1-a]isoindol-5-yl)-7-azaspiro[3.5]nonan-1-ol